nitrogen spiro[4.5]decan-4-amine C1CCC(C12CCCCC2)N.[N]